S1C(=NC2=C1C=CC=C2)C=2C(OC=1C(C2)=CC=2C(CCN3CCC(C1C23)(C)C)(C)C)=O 10-(2-benzothiazolyl)-1,1,7,7-tetramethyl-2,3,6,7-tetrahydro-1H,5H,11H-[1]Benzopyrano[6,7,8-ij]Quinolizin-11-one